(7-Benzothiophen-2-yl-naphthalen-2-yl)-(4-benzothiazol-2-yl-phenyl)-(4-dibenzofuran-3-yl-phenyl)amine S1C(=CC2=C1C=CC=C2)C2=CC=C1C=CC(=CC1=C2)N(C2=CC=C(C=C2)C=2C=CC1=C(OC3=C1C=CC=C3)C2)C2=CC=C(C=C2)C=2SC3=C(N2)C=CC=C3